C(#N)[B-](C#N)(C#N)C#N.C[N+]1(CCCCC1)C N,N-dimethylpiperidinium tetracyanoborate